Cl.CN1C2=C(C=3C=C(C=CC13)C1=CC=C(C=C1)C)CNCC2 5-methyl-8-(p-tolyl)-2,3,4,5-tetrahydro-1H-pyrido[4,3-b]indole hydrochloride